N1N=C(C=C1)CNC1=C(C=C(C=C1)C1=NNCOC1)C(F)(F)F 5-[4-{[(1H-pyrazol-3-yl)methyl]amino}-3-(trifluoromethyl)phenyl]-3,6-dihydro-2H-1,3,4-oxadiazin